2-dodecyl-2-propylmalonic acid potassium salt [K+].C(CCCCCCCCCCC)C(C(=O)[O-])(C(=O)[O-])CCC.[K+]